3-bromo-5-(pyridin-4-yl)thiophene-2-carboxylic acid methyl ester COC(=O)C=1SC(=CC1Br)C1=CC=NC=C1